2-(5-(2-(dimethylamino)ethyl)-2-oxo-4-(trifluoromethyl)pyridin-1(2H)yl)-4-methylpentanoic acid CN(CCC=1C(=CC(N(C1)C(C(=O)O)CC(C)C)=O)C(F)(F)F)C